1-(2,6-dichlorophenyl)-4-((4-(4,5,6,7-tetrahydro-1H-benzo[d][1,2,3]triazol-1-yl)phenyl)amino)-1H-pyrazole-3-carboxamide ClC1=C(C(=CC=C1)Cl)N1N=C(C(=C1)NC1=CC=C(C=C1)N1N=NC2=C1CCCC2)C(=O)N